3-(6-cyclopropyl-4-(cyclopropyl(4-methyl-4H-1,2,4-triazol-3-yl)methyl)pyridin-2-yl)-8-methyl-6-(((R)-2-methylmorpholinyl)methyl)-4H-chromen-4-one C1(CC1)C1=CC(=CC(=N1)C1=COC2=C(C=C(C=C2C1=O)CN1C[C@H](OCC1)C)C)C(C1=NN=CN1C)C1CC1